C(C)P(ON1N=CC(=C1)C=1SC=C(N1)C(NC=1C(=NN(C1)C1CCC(CC1)OCC)C1=NC(=CC=C1F)F)=O)([O-])=O 1-(4-(4-((3-(3,6-difluoropyridin-2-yl)-1-((1r,4r)-4-ethoxycyclohexyl)-1H-pyrazol-4-yl) carbamoyl) thiazol-2-yl)-1H-pyrazol-1-yl) ethylphosphonate